COC1=NC=C(C(=N1)OC)C=1C=C(C=2N(N1)C=CN2)OC(C)C 6-(2,4-dimethoxypyrimidin-5-yl)-8-isopropoxyimidazo[1,2-b]pyridazine